tert-Butyl-4-(1-ethyl-2,3-dioxo-2,3-dihydropyrido[2,3-b]pyrazin-4(1H)-yl)piperidin C(C)(C)(C)N1CCC(CC1)N1C2=C(N(C(C1=O)=O)CC)C=CC=N2